ClC1=C2C(=C(N=N1)C)C=NC(=C2)N2CCN(CC2)C(=O)OC(C)(C)C tert-Butyl 4-(1-chloro-4-methylpyrido[3,4-d]pyridazin-7-yl)piperazine-1-carboxylate